CC=1N=C2N(N=C(C=C2C)C2=CC=C3C=C(C=NC3=N2)N(C2CCNCC2)C)C1 7-{2,8-dimethylimidazo[1,2-b]pyridazin-6-yl}-N-methyl-N-(piperidin-4-yl)-1,8-naphthyridin-3-amine